CN(C1=CC=CC=C1)CCCCCCCCCCCCCCCCCC N-methyl-N-octadecyl-aniline